CN(C=1SC2=C(N1)SC(=N2)C2=NC=C(C=C2O)C=2C=NSC2)C2CCNCC2 2-{5-[Methyl(piperidin-4-yl)amino][1,3]thiazolo[5,4-d][1,3]thiazol-2-yl}-5-(1,2-thiazol-4-yl)pyridin-3-ol